C(C)(C)(C)OC(=O)N1C[C@H](N(CC1)C(=O)OCC1=CC=CC=C1)CNCC(C(=O)OCC)(C)C (2R)-2-[[(3-ethoxy-2,2-dimethyl-3-oxo-propyl)amino]methyl]piperazine-1,4-dicarboxylic acid O1-benzyl ester O4-tert-butyl ester